(R)-4-((1-(5-chloro-2-fluoropyridin-4-yl)pyrrolidin-3-yl)methoxy)-2-cyclopropylpyrimidine-5-carbonitrile ClC=1C(=CC(=NC1)F)N1C[C@@H](CC1)COC1=NC(=NC=C1C#N)C1CC1